1-fluoro-hex-5-yne-3-sulfonic acid FCCC(CC#C)S(=O)(=O)O